[3-(4-AMINOCINNOLIN-7-YL)-4-(4-METHANESULFONAMIDO-1H-PYRAZOL-1-YL)PHENYL]BORONIC ACID NC1=CN=NC2=CC(=CC=C12)C=1C=C(C=CC1N1N=CC(=C1)NS(=O)(=O)C)B(O)O